indoloquinazoline N1=CN=CC2=CC=C3C(=C12)C=1C=CC=CC1N3